O1CCN(CC1)C=1C2=C(N=CN1)NC(=C2)C=2C=C1C=C(NC1=CC2)C2=NC=CC(=C2)CN2C[C@@H](CCC2)N (R)-1-((2-(5-(4-morpholino-7H-pyrrolo[2,3-d]pyrimidin-6-yl)-1H-indol-2-yl)pyridin-4-yl)methyl)piperidin-3-amine